2,2-dimethyl-3-(4-nitroindazol-1-yl)propanenitrile CC(C#N)(CN1N=CC2=C(C=CC=C12)[N+](=O)[O-])C